C(C)S(=O)(=O)CC1(CC1)OC1OCCCC1 2-(1-((ethylsulfonyl)methyl)cyclopropyloxy)tetrahydro-2H-pyran